OCCN1CC=2C=CC(=NC2CC1)NC=1N=CC2=C(N1)C(=NC(=C2)C[C@@H](C)O)N2CCCCC2 (2R)-1-[2-[[6-(2-hydroxyethyl)-7,8-dihydro-5H-1,6-naphthyridin-2-yl]amino]-8-piperidin-1-ylpyrido[3,4-d]pyrimidin-6-yl]propan-2-ol